3-cyclopropyl-1-(3-nitrobenzenesulfonyl)-1,2,4-triazole C1(CC1)C1=NN(C=N1)S(=O)(=O)C1=CC(=CC=C1)[N+](=O)[O-]